2-phenylbenzimidazole-5-sulfonic acid-hydrate O.C1(=CC=CC=C1)C=1NC2=C(N1)C=CC(=C2)S(=O)(=O)O